C(C)(C)(C)OC(NC1=CC=2N(C(=C1)Cl)N=CN2)=O (5-chloro-[1,2,4]triazolo[1,5-a]pyridin-7-yl)carbamic acid tert-butyl ester